BrC1=C(C=CC=C1COC1=NC(=C(C(=N1)OC)CN[C@@H](CO)C(=O)O)OC)C1=CC=CC=C1 ((2-((2-bromo-[1,1'-biphenyl]-3-yl)methoxy)-4,6-dimethoxypyrimidin-5-yl)methyl)-L-serine